N-(5-(5-bromobenzo[d]oxazol-2-yl)-8-((methyl-d3)amino)-2,7-naphthyridin-3-yl)cyclopropanecarboxamide BrC=1C=CC2=C(N=C(O2)C2=C3C=C(N=CC3=C(N=C2)NC([2H])([2H])[2H])NC(=O)C2CC2)C1